FC(C(=O)O)(F)F.C1N(CC12OCCNC2)C2=NC=C(C=N2)CN2CCN(CC2)C2=CC=C(C(=N2)CC)C2=CN(C(C(=C2)C)=O)C 6'-(4-((2-(5-oxa-2,8-diazaspiro[3.5]nonan-2-yl)pyrimidin-5-yl)methyl)piperazin-1-yl)-2'-ethyl-1,5-dimethyl-[3,3'-bipyridin]-6(1H)-one 2,2,2-trifluoroacetate